(R)-N2-{4-[(3-chlorobenzyl)oxy]benzyl}alaninamide ClC=1C=C(COC2=CC=C(CN[C@H](C)C(=O)N)C=C2)C=CC1